Cl.ClC1=C(C=CC=2N(C=NC21)CCC[C@H]2NCCC[C@@H]2O)Cl (2R,3S)-2-(3-(4,5-dichloro-1H-benzo[d]imidazol-1-yl)propyl)piperidin-3-ol hydrochloride